5-(2-amino-1-hydroxyethyl)-3,4-dimethyl-3λ3-isobenzofuran-1(3H)-one NCC(O)C=1C(=C2[C](OC(C2=CC1)=O)C)C